C(C)(C)(C)OC(NC1=C(C=CC(=C1)N1CCC(CC1)N(C)CCCO)N)=O tert-butyl(2-amino-5-(4-((3-hydroxypropyl)(methyl)amino)piperidin-1-yl)phenyl)carbamate